COC=1C=C(C=CC1OC)NC(CSC=1NC=C(N1)C(=O)OCC)=O ETHYL 2-((2-((3,4-DIMETHOXYPHENYL)AMINO)-2-OXOETHYL)THIO)-1H-IMIDAZOLE-4-CARBOXYLATE